2,6-difluoro-3-(trifluoromethyl)phenol FC1=C(C(=CC=C1C(F)(F)F)F)O